FC=1C(=NC=C(C1)F)N1C=C(C(C2=CC(=C(N=C12)N1C[C@H](CC1)O)F)=O)C(=O)NC(C(F)(F)F)(C)C 1-(3,5-Difluoropyridin-2-yl)-6-fluoro-7-[(3S)-3-hydroxypyrrolidin-1-yl]-4-oxo-N-(1,1,1-tri-fluoro-2-methylpropan-2-yl)-1,4-dihydro-1,8-naphthyridine-3-carboxamide